2-(methanesulfonylmethyl)-N-(7-{8-methyl-1H,2H,3H-pyrido[2,3-b][1,4]oxazin-7-yl}-5H,6H,7H,8H-pyrido[3,4-d]pyrimidin-2-yl)pyridin-4-amine CS(=O)(=O)CC1=NC=CC(=C1)NC=1N=CC2=C(N1)CN(CC2)C2=C(C1=C(OCCN1)N=C2)C